(2,3',5'-trifluoro-[1,1'-biphenyl]-3-yl)methanol FC1=C(C=CC=C1CO)C1=CC(=CC(=C1)F)F